FC=1C=C(C=CC1)CCC=1C=C2CCC(C2=CC1)N1CCC(CC1)C(=O)O (5-(3-fluorophenylethyl)-2,3-dihydro-1H-inden-1-yl)piperidine-4-carboxylic acid